8-bromo-1-methylquinolin-4(1H)-one BrC=1C=CC=C2C(C=CN(C12)C)=O